3-(triethoxysilyl)propyldimethylhexadecyl-ammonium chloride [Cl-].C(C)O[Si](CCC[N+](CCCCCCCCCCCCCCCC)(C)C)(OCC)OCC